tert-butyl (2R,6S)-4-[8-({8-methoxy-2-methylimidazo[1,2-a]pyrazin-6-yl}carbamoyl)-2-(2-methoxyethoxy)quinazolin-5-yl]-2,6-dimethylpiperazine-1-carboxylate COC=1C=2N(C=C(N1)NC(=O)C=1C=CC(=C3C=NC(=NC13)OCCOC)N1C[C@H](N([C@H](C1)C)C(=O)OC(C)(C)C)C)C=C(N2)C